(2S)-2-amino-5-[(1R,2S)-2-(4-fluorophenyl)cyclopropyl](Prop-2-en-1-yl)aminopentanoic acid N[C@@](C(=O)O)(CCC[C@H]1[C@H](C1)C1=CC=C(C=C1)F)NCC=C